N-((2S)-1,1-dicyclopropyl-3-oxo-3-((2-(((S)-2-oxo-4-(trifluoromethyl)imidazolidin-1-yl)methyl)-2,3-dihydrobenzofuran-5-yl)amino)propan-2-yl)-4-methyl-1,2,5-oxadiazole-3-carboxamide C1(CC1)C([C@@H](C(NC=1C=CC2=C(CC(O2)CN2C(N[C@@H](C2)C(F)(F)F)=O)C1)=O)NC(=O)C1=NON=C1C)C1CC1